4-((1-(4-(2-(2-Aminopyridin-3-yl)-5-(3-oxo-1,4-diazepan-1-yl)-3H-imidazo[4,5-b]pyridin-3-yl)benzyl)piperidin-4-yl)amino)pyrimidine-2-carbonitrile NC1=NC=CC=C1C1=NC=2C(=NC(=CC2)N2CC(NCCC2)=O)N1C1=CC=C(CN2CCC(CC2)NC2=NC(=NC=C2)C#N)C=C1